N',N-bis-(α-hydroxypropyl)-2-methylpiperazine OC(CC)N1CC(N(CC1)C(CC)O)C